((2-fluoro-8-(4,4,5,5-tetramethyl-1,3,2-dioxaborolane-2-yl)naphth-1-yl)ethynyl)triisopropylsilane FC1=C(C2=C(C=CC=C2C=C1)B1OC(C(O1)(C)C)(C)C)C#C[Si](C(C)C)(C(C)C)C(C)C